C(CC(C)C(C(=O)O)C1(OCCC(O1)C)C)C(C(=O)O)C1(OCCC(O1)C)C.BrC=1C=C2C(NC(N(C2=CC1[N+](=O)[O-])[2H])C)=O 6-bromo-2-methyl-7-nitroquinazolin-4(3H)-one-1-d butane-1,3-diyl-bis(2-(2,4-dimethyl-1,3-dioxan-2-yl)acetate)